octadecyl-2-(3-tert-butyl 4-hydroxy-5-methylbenzyl)malonate C(CCCCCCCCCCCCCCCCC)OC(C(C(=O)[O-])CC1=CC(=C(C(=C1)C)O)C(C)(C)C)=O